C(C)(=O)OC1CCC(CC1)C1=CC(=CC=C1)C(NCC1=CC(=C(C=C1)O)OC)=O 4-(3-{[(4-hydroxy-3-methoxyphenyl)methyl]carbamoyl}phenyl)cyclohexyl acetate